C1(=CC=CC2=CC=CC=C12)C(=O)[O-].[Mg+2].C1(=CC=CC2=CC=CC=C12)C(=O)[O-] magnesium α-naphthoate